ClC1=C(C=C(C=C1)N1N=C(N=C1CNC(NCC1=NC=NN1C1=CC=C2C=CC(=NC2=C1)C)=O)C)F 3-{[1-(4-chloro-3-fluorophenyl)-3-methyl-1H-1,2,4-triazol-5-yl]methyl}-1-{[1-(2-methylquinolin-7-yl)-1H-1,2,4-triazol-5-yl]methyl}urea